C(C)(=O)OC=1C=C(C=C(C1)OC(C)=O)\C=C\C1=CC=C(C=C1)OC(C)=O 3,5,4'-triacetoxy-trans-stilbene